bis{2-(2,4-difluorophenyl)pyridyl}(acetylacetone) iridium [Ir].FC1=C(C=CC(=C1)F)C1=NC=CC=C1C(C(C)=O)(C(C)=O)C=1C(=NC=CC1)C1=C(C=C(C=C1)F)F